OC1([C@H](CN(C[C@H]1C)C1=CC=NC(=N1)C)C)C 6-((3S,4s,5R)-4-hydroxy-3,4,5-trimethylpiperidin-1-yl)-2-methylpyrimidin